n-ethyl-6-((6-((6-(hydroxyamino)-6-oxohexyl)oxy)-7-methoxyquinazolin-4-yl)oxy)-2-methylbenzofuran-3-carboxamide C(C)NC(=O)C1=C(OC2=C1C=CC(=C2)OC2=NC=NC1=CC(=C(C=C21)OCCCCCC(=O)NO)OC)C